(3S)-N-methyl-1-[3-(2-methylpyrimidin-5-yl)-1H-pyrrolo[2,3-b]pyridin-4-yl]piperidin-3-amine CN[C@@H]1CN(CCC1)C1=C2C(=NC=C1)NC=C2C=2C=NC(=NC2)C